1,3-dimethylpropanediol CC(CCC)(O)O